(R)-3-(4-glycylpiperazine-1-carbonyl)-N-(1-(naphthalen-1-yl)ethyl)benzamide NCC(=O)N1CCN(CC1)C(=O)C=1C=C(C(=O)N[C@H](C)C2=CC=CC3=CC=CC=C23)C=CC1